C(C)OC(=O)C1(CC(C1)CN1CC[C@@H]2N(CC([C@@H]21)(F)F)C(=O)OC(C)(C)C)C (cis)-tert-Butyl 4-((3-(ethoxycarbonyl)-3-methylcyclobutyl)methyl)-3,3-difluorohexahydropyrrolo[3,2-b]pyrrole-1(2H)-carboxylate